1-cyclopentyl-4-((5-phenylpyrazin-2-yl)methyl)-1,4-dihydropyrazine-2,3-dione C1(CCCC1)N1C(C(N(C=C1)CC1=NC=C(N=C1)C1=CC=CC=C1)=O)=O